C(CC)(=O)OC1=CC(=CC=C1)F 3-Fluorophenyl propionate